OCC(=O)N[C@@H]1CC[C@H](CC1)C(=O)N(CC12CCC(CC1)(CC2)C2=CC(=C(C=C2)OC)C)C2=NC=CC(=C2)C=2C=NN(C2)C(C)C trans-4-(2-Hydroxyacetamido)-N-(4-(1-isopropyl-1H-pyrazol-4-yl)pyridin-2-yl)-N-((4-(4-methoxy-3-methylphenyl)bicyclo[2.2.2]octan-1-yl)methyl)cyclohexanecarboxamide